1-(3-((5-(difluoromethyl)-2-((2-ethyl-4-(hexahydropyrrolo[1,2-a]pyrazin-2(1H)-yl)phenyl)amino)pyrimidin-4-yl)amino)propyl)pyrrolidin-2-one FC(C=1C(=NC(=NC1)NC1=C(C=C(C=C1)N1CC2N(CC1)CCC2)CC)NCCCN2C(CCC2)=O)F